2,2'-(((1E,3E,5E)-hexa-1,3,5-triene-1,6-diyl)bis(4,1-phenylene))bis(ethan-1-aminium) C(=C\C=C\C=C\C1=CC=C(C=C1)CC[NH3+])/C1=CC=C(C=C1)CC[NH3+]